N(C(=O)C)C(C)C1=CC=C(C=C1)NC1=NC=NC2=CC(=C(C=C12)OCCCN(CCCC)CCCC)OC 4-[4-(1-Acetaminoethyl)phenylamino]-7-methoxy-6-(3-(dibutylamino)propoxy)quinazoline